[O-]P([O-])(=O)OP(=O)([O-])OP(=O)([O-])[O-].[K+].[K+].[K+].[K+].[K+] Pentakalium triphosphat